2-(2,6-dichlorophenyl)-4-(2,5-dimethylphenyl)-5-phenyl-1H-imidazole ClC1=C(C(=CC=C1)Cl)C=1NC(=C(N1)C1=C(C=CC(=C1)C)C)C1=CC=CC=C1